C(C1=CC=CC=C1)(=O)NC(C(=O)O)CCCC benzamidocaproic acid